CN(CC(=O)NC1CCC(CC1)C=1C=C2C(=C(NC2=CC1)C=1C=C(C=2N(C1)N=CN2)C)C(C)C)C 2-(Dimethylamino)-N-(4-(3-isopropyl-2-(8-methyl-[1,2,4]triazolo[1,5-a]pyridin-6-yl)-1H-indol-5-yl)cyclohexyl)acetamid